5-methoxy-2-methylsulfanyl-6-(trifluoromethyl)pyrimidin-4-d COC=1C(=NC(=NC1C(F)(F)F)SC)[2H]